N-[1-(6-chloro-2-pyridyl)indazol-3-yl]-3-methyl-1-tetrahydropyran-2-yl-indazol-5-amine ClC1=CC=CC(=N1)N1N=C(C2=CC=CC=C12)NC=1C=C2C(=NN(C2=CC1)C1OCCCC1)C